O=C1NC2=C(N1C1CCN(CC1)C(=O)O)C=CC=C2 (±)-4-(2-Oxo-2,3-dihydro-benzoimidazol-1-yl)-piperidine-1-carboxylic acid